3-(1-nitrocyclopentyl)propanamide [N+](=O)([O-])C1(CCCC1)CCC(=O)N